2-[tert-butoxy(chloromethyl)phosphoryl]oxy-2-methyl-propane C(C)(C)(C)OP(=O)(CCl)OC(C)(C)C